2-allyl-6-((2-ethyl-2H-indazol-5-yl)amino)-1-(6-(piperidin-4-yloxy)pyridin-2-yl)-1,2-dihydro-3H-pyrazolo[3,4-d]pyrimidin-3-one C(C=C)N1N(C2=NC(=NC=C2C1=O)NC1=CC2=CN(N=C2C=C1)CC)C1=NC(=CC=C1)OC1CCNCC1